tert-butyl (1s,3s)-3-(hydroxymethyl)-3-nitro-cyclobutanecarboxylate OCC1(CC(C1)C(=O)OC(C)(C)C)[N+](=O)[O-]